COC1CC=C(CCC2C(CC2C1=C)(C)C)C 7-methoxy-4,11,11-trimethyl-8-methylenebicyclo[7.2.0]undec-4-ene